chrom-2-en-4-one O1C=CC(C2=CC=CC=C12)=O